3-(2-chloro-4-(trifluoromethyl)phenyl)-6-mercaptobenzoxazol-2(3H)-one ClC1=C(C=CC(=C1)C(F)(F)F)N1C(OC2=C1C=CC(=C2)S)=O